C(CCCCCCCCCCCCCCCCCCCC)(=O)[O-] henicosanoate